8-(4-isobutylpiperazin-1-yl)-6-(N-(1-methylcyclopropyl)sulfamoyl)-[1,2,4]triazolo[4,3-a]pyridin C(C(C)C)N1CCN(CC1)C=1C=2N(C=C(C1)S(NC1(CC1)C)(=O)=O)C=NN2